2-(3,3'-bis(2-(2-(2-methoxyethoxy)ethoxy)-ethoxy)-[2,2'-bithiophen]-5-yl)thieno[3,2-b]thiophene COCCOCCOCCOC1=C(SC(=C1)C1=CC2=C(S1)C=CS2)C=2SC=CC2OCCOCCOCCOC